CC1=C(C=O)C=CC(=C1)O 2-methyl-4-hydroxybenzaldehyde